C(C)(C)(C)OC(=O)N1CC2=CC=CC(=C2CC1)Br.FC1=CC=C(C=C1)C(C=C)(C1=CC=CC=C1)NC(C1=CC=CC=C1)=O N-(1-(4-fluorophenyl)-1-phenylallyl)benzamide tert-butyl-5-bromo-3,4-dihydroisoquinoline-2(1H)-carboxylate